FC1=C(C=C(C=C1)C1=C(C=C(C=C1)C(=O)OC)N1CCC(CC1)C1=C(N=CN1COCC[Si](C)(C)C)C)C methyl 4'-fluoro-3'-methyl-2-(4-(4-methyl-1-((2-(trimethylsilyl)ethoxy)methyl)-1H-imidazol-5-yl)piperidin-1-yl)-[1,1'-biphenyl]-4-carboxylate